C(CC)(=O)OC\C=C\C1=CC=CC=C1 (E)-3-PHENYL-2-PROPENYL PROPANOATE